BrC=1N=C(C=2N(C1)C=C(N2)C(=O)N2C[C@@H]([C@H](CC2)N2CC1=CC=CC=C1CC2)O)OCC (6-bromo-8-ethoxyimidazo[1,2-a]pyrazin-2-yl)((3S,4S)-4-(3,4-dihydroisoquinolin-2(1H)-yl)-3-hydroxypiperidin-1-yl)methanone